ClC1=C(C=CC(=C1)C=C(F)F)NC(CN1C=2N(C(C(=C1CC)N1CCNCC1)=O)N=C(N2)C2=CC1=C(COC1)C=C2)=O N-[2-chloro-4-(2,2-difluoroethenyl)phenyl]-2-[2-(1,3-dihydro-2-benzofuran-5-yl)-5-ethyl-7-oxo-6-(piperazin-1-yl)-[1,2,4]triazolo[1,5-a]pyrimidin-4-yl]acetamide